Cl.N[C@H](C)C=1C=C(C=CC1)C(C(C#N)(C)C)(F)F (R)-3-(3-(1-aminoethyl)phenyl)-3,3-difluoro-2,2-dimethylpropionitrile hydrochloride